[Na+].Cl[Ir-3](Cl)(Cl)(Cl)(Cl)Cl.[Na+].[Na+] hexachloroiridium (III) sodium salt